C(C)(C)(C)[Se][Se]C(C)(C)C ditertiary butyl diselenide